COC(N(CC(F)(F)C1=C(C=C(C=C1)C)C)C(=O)C1=C(N=NC(=C1)Cl)OC1=CC(=CC=C1)C(F)(F)F)=O.ClC1=CC=2C(=CC3=CC=CC=C3C2C=C1)C1=CC=CC2=CC=CC=C12 2-chloro-10-(naphthalen-1-yl)phenanthren methyl-N-[6-chloro-3-[3-(trifluoromethyl)phenoxy]pyridazine-4-carbonyl]-N-[2-(2,4-dimethylphenyl)-2,2-difluoro-ethyl]carbamate